(R)-N-(4-((6-(4,4-Difluoropiperidin-1-yl)-4-methylpyridin-2-yl)amino)-5-(6-azaspiro[2.5]octan-6-yl)quinazolin-7-yl)-1-hydroxypropane-2-sulfonamide FC1(CCN(CC1)C1=CC(=CC(=N1)NC1=NC=NC2=CC(=CC(=C12)N1CCC2(CC2)CC1)NS(=O)(=O)[C@@H](CO)C)C)F